C(C1=CC=CC=C1)OC1=CC=C(C(=O)[C@H]2C[C@H](N(C2=O)C(=O)OC(C)(C)C)C(=O)OC)C=C1 |&1:14| 1-(tert-butyl) 2-methyl (2S,4R/S)-4-(4-(benzyloxy)benzoyl)-5-oxopyrrolidine-1,2-dicarboxylate